FC(S(=O)(=O)CC(C)(C)OC1=CCN(CC1)C(=O)[O-])(F)F 4-{[(trifluoromethyl) sulfonyl]Tert-butyl oxy}-5,6-dihydropyridine-1(2H)-carboxylate